C(C1CO1)OC1=CC=C(C=C1)CC1=CC=C(C=C1)OCC1CO1 bis[4-(glycidyloxy)phenyl]methane